N1=CN=C(C=C1)NC1=CC(=C2N(C1=O)C1(NC2=O)CCCCC1)C1CCOCC1 6'-(pyrimidin-4-ylamino)-8'-(tetrahydro-2H-pyran-4-yl)-2'H-spiro[cyclohexane-1,3'-imidazo[1,5-a]pyridine]-1',5'-dione